C1(CCCCC1)C1=CC=C(C=C1)CBr 4-cyclohexyl-bromomethylbenzene